C(=O)CC1CCN(CC1)C(=O)OC(C)(C)C tert-Butyl 4-(formylmethyl)-1-piperidinecarboxylate